CS(=O)(=O)N[C@@H]1[C@@H](N(CCC1)C(=O)OC)COC1CCC2(CC1)OCC1=C2C=CC=C1 methyl cis-3-((methylsulfonyl)amino)-2-(((1r,4'r)-3H-spiro[2-benzofuran-1,1'-cyclohexan]-4'-yloxy)methyl)piperidine-1-carboxylate